O1C(=NC=C1)N1CC2(C1)CN(CC2C(=O)N)C(=O)C2=CN=CS2 2-(oxazol-2-yl)-6-(thiazole-5-carbonyl)-2,6-diazaspiro[3.4]octane-8-carboxamide